4,6-dichloro-1-(2,4-difluorophenyl)pyrazolo[3,4-d]pyrimidine ClC1=C2C(=NC(=N1)Cl)N(N=C2)C2=C(C=C(C=C2)F)F